3-(5-(Azidomethyl)-4-fluoro-1-oxoisoindolin-2-yl)piperidine-2,6-dione N(=[N+]=[N-])CC=1C(=C2CN(C(C2=CC1)=O)C1C(NC(CC1)=O)=O)F